OCCNC(=O)C1C(N(C(C2=CC=CC=C12)=O)CC1=CC=C(C=C1)Cl)C1=CC=C(C=C1)Cl 2-(4-chloro-benzyl)-3-(4-chloro-phenyl)-1-oxo-1,2,3,4-tetrahydro-isoquinoline-4-carboxylic acid (2-hydroxy-ethyl)-amide